2-methoxy-5-(3-methoxypropyl)pyridine ethyl-2-(4-(tert-butyl)phenyl)-4-ethyl-6-methylpyrimidine-5-carboxylate C(C)OC(=O)C=1C(=NC(=NC1C)C1=CC=C(C=C1)C(C)(C)C)CC.COC1=NC=C(C=C1)CCCOC